BrC1=CC=C(CCN2C(=NC3=C2C=CC(=C3)C#N)N3OC(=C(C3C)CO)C)C=C1 N-(1-(4-bromophenethyl)-5-cyano-1H-benzo[d]imidazol-2-yl)-3,5-dimethylisoxazole-4-methanol